6,6-difluoro-5-methyl-5,6,7,8-tetrahydroquinolin-4-ol FC1(C(C=2C(=CC=NC2CC1)O)C)F